(3R,6S)-6-{5-[6-(trifluoromethyl)pyridin-3-yl]-1,3,4-oxadiazol-2-yl}oxan-3-amine hydrochloride Cl.FC(C1=CC=C(C=N1)C1=NN=C(O1)[C@@H]1CC[C@H](CO1)N)(F)F